1-(4-(2-(2,5-dimethyl-[1,2,4]triazolo[1,5-a]pyridin-6-yl)-3-isopropyl-1H-indol-5-yl)piperidin-1-yl)-2-(dimethylamino)ethan-1-one CC1=NN2C(C=CC(=C2C)C=2NC3=CC=C(C=C3C2C(C)C)C2CCN(CC2)C(CN(C)C)=O)=N1